3,5-dimethyl-2-[6-(8-methyl-4-oxa-1,8-diazaspiro[5.5]undecan-1-yl)pyridazin-3-yl]phenol CC=1C(=C(C=C(C1)C)O)C=1N=NC(=CC1)N1CCOCC12CN(CCC2)C